5-(di(adamantan-1-yl)phosphaneyl)-1',3',5'-triphenyl-1'H-1,4'-bipyrazole C12(CC3CC(CC(C1)C3)C2)P(C2=CC=NN2C=2C(=NN(C2C2=CC=CC=C2)C2=CC=CC=C2)C2=CC=CC=C2)C23CC1CC(CC(C2)C1)C3